N-(2-(1-((1-(2-(2,4-dioxotetrahydropyrimidin-1(2H)-yl)-1,3-dioxoisoindolin-5-yl)piperidin-4-yl)methyl)piperidin-4-yl)-6-methoxy-2H-indazol-5-yl)-6-(trifluoromethyl)picolinamide O=C1N(CCC(N1)=O)N1C(C2=CC=C(C=C2C1=O)N1CCC(CC1)CN1CCC(CC1)N1N=C2C=C(C(=CC2=C1)NC(C1=NC(=CC=C1)C(F)(F)F)=O)OC)=O